C(C)[C@H]1N(C[C@@H](NC1)CC)C(C)C1=CC2=C(N=CS2)C=C1 6-(1-((2R,5S)-2,5-diethylpiperazin-1-yl)ethyl)benzo[d]thiazole